4-((3-(4-(((3R,4S)-3-fluoro-1-((R)-2-hydroxy-3-methoxypropyl)piperidin-4-yl)amino)-1-(2,2,2-trifluoroethyl)-1H-indol-2-yl)prop-2-yn-1-yl)amino)-3-methoxybenzenesulfonamide F[C@@H]1CN(CC[C@@H]1NC1=C2C=C(N(C2=CC=C1)CC(F)(F)F)C#CCNC1=C(C=C(C=C1)S(=O)(=O)N)OC)C[C@H](COC)O